CC1(CC2C(O1)=C1C(C(C(C1CC2)(C)C)C)(C)C)C 2,2,6,6,7,8,8-Heptamethyl-3,3a,4,5,5a,6,7,8-octahydro-2H-indeno[4,5-b]furan